C(C)(C)(C)OC(=O)N1[C@@H](CN(CC1)C1=C(C(=C(C=C1)[N+](=O)[O-])C#N)F)CO (S)-4-(3-cyano-2-fluoro-4-nitrophenyl)-2-(hydroxymethyl)piperazine-1-carboxylic acid tert-butyl ester